ClC=1C=C(C=CC1)C1=NC=NC(=N1)C1=CC=CC=C1 4-(3-chlorophenyl)-6-phenyl-1,3,5-triazine